ethyl 2-(4,7-dichloro-6-(4-(1-(2-fluoropropyl)piperidin-4-yl)phenyl)-2H-indazol-2-yl)-2-((R)-6-fluoro-6,7-dihydro-5H-pyrrolo[1,2-c]imidazol-1-yl)acetate ClC=1C2=CN(N=C2C(=C(C1)C1=CC=C(C=C1)C1CCN(CC1)CC(C)F)Cl)C(C(=O)OCC)C1=C2N(C=N1)C[C@@H](C2)F